O=C1C=CC(=NN1)C(=O)OC Methyl 6-oxo-1H-pyridazine-3-carboxylate